C(C1=CC=CC=C1)N1C[C@@]2(CNC[C@@]2(C1)C)C (3aR,6aS)-2-benzyl-3a,6a-dimethyloctahydropyrrolo[3,4-c]pyrrole